tert-Butyl ((2S,4R)-1-(4-((2-oxo-4-phenylpyridin-1(2H)-yl)methyl)piperidine-1-carbonyl)-2-phenylpiperidin-4-yl)carbamate O=C1N(C=CC(=C1)C1=CC=CC=C1)CC1CCN(CC1)C(=O)N1[C@@H](C[C@@H](CC1)NC(OC(C)(C)C)=O)C1=CC=CC=C1